(3R,4S)-4-Fluoro-3-{[(5-fluoropyridin-2-yl)oxy]methyl}-2-(2-methyl-5-phenyl-1,3-thiazol-4-carbonyl)-2-azabicyclo[3.1.1]heptan F[C@@H]1[C@H](N(C2CC1C2)C(=O)C=2N=C(SC2C2=CC=CC=C2)C)COC2=NC=C(C=C2)F